5-(1-(((R)-1-phenylethyl)amino)-2,3,4,9-tetrahydro-1H-carbazol-6-yl)isoindolin-1-one C1(=CC=CC=C1)[C@@H](C)NC1CCCC=2C3=CC(=CC=C3NC12)C=1C=C2CNC(C2=CC1)=O